ClC1=NN(C2=C1N=C(NC1=C2C=C(C=C1)N1C[C@H](OCC1)C)C1=C(C=CC=C1F)F)COCC[Si](C)(C)C 2-[[3-chloro-5-(2,6-difluorophenyl)-9-[(2R)-2-methylmorpholin-4-yl]-6H-pyrazolo[4,3-d][1,3]benzodiazepin-1-yl]methoxy]ethyl-trimethyl-silane